2,6-dimethyl-1-oxo-2,3-dihydro-1H-indene-2-carboxylic acid CC1(C(C2=CC(=CC=C2C1)C)=O)C(=O)O